2,6-bis(4-chlorophenoxy)pyridin-4-amine ClC1=CC=C(OC2=NC(=CC(=C2)N)OC2=CC=C(C=C2)Cl)C=C1